(R)-3-methyl-4-(7-(4-(methylsulfonyl)piperazin-1-yl)pyrazolo[1,5-a]pyrimidin-5-yl)morpholine C[C@H]1N(CCOC1)C1=NC=2N(C(=C1)N1CCN(CC1)S(=O)(=O)C)N=CC2